FC(C(=O)NCC(=O)Cl)(F)F 2-(trifluoroacetamido)acetyl chloride